2-[(5-bromopyridin-2-yl)oxy]acetaldehyde BrC=1C=CC(=NC1)OCC=O